tertbutyl 2-[1-(6-chloro-4-cyano-2-morpholino-8-quinolyl)ethylamino]benzoate ClC=1C=C2C(=CC(=NC2=C(C1)C(C)NC1=C(C(=O)OC(C)(C)C)C=CC=C1)N1CCOCC1)C#N